NC1=NC=NN2C1=C(C(=C2)C#CC2CCN(CC2)C(C=C)=O)C2=CC=C(C=C2)OC2=CC=CC=C2 1-(4-((4-amino-5-(4-phenoxyphenyl)pyrrolo[2,1-f][1,2,4]triazin-6-yl)ethynyl)piperidin-1-yl)prop-2-en-1-one